tetrakistriphenylphosphine palladium C1C=CC(=CC=1)[P](C1C=CC=CC=1)(C1C=CC=CC=1)[Pd]([P](C1C=CC=CC=1)(C1C=CC=CC=1)C1C=CC=CC=1)([P](C1C=CC=CC=1)(C1C=CC=CC=1)C1C=CC=CC=1)[P](C1C=CC=CC=1)(C1C=CC=CC=1)C1C=CC=CC=1